benzyl N-(N-(tert-butoxycarbonyl)-N-methyl-L-leucyl)-N-methyl-D-alaninate C(C)(C)(C)OC(=O)N([C@@H](CC(C)C)C(=O)N([C@H](C)C(=O)OCC1=CC=CC=C1)C)C